BrC1=CC(=CC2=CC=CC(=C12)C)OCOC 1-bromo-3-(methoxymethoxy)-8-methyl-naphthalene